Cl.C(C)(C)(C)C1=NC(=NO1)C(=O)NCC1=C(C=C(C=C1)C1=C(C=NC=C1)NC(=O)[C@@H]1NCCCC1)C (R)-5-(tert-butyl)-N-(2-methyl-4-(3-(piperidine-2-carboxamido)pyridin-4-yl)benzyl)1,2,4-oxadiazole-3-carboxamide hydrochloride